OC1(COCC1)C1=CC=CC(=N1)N1CC2(C=3C=NC(=CC31)NC(C)=O)CC2 N-(1'-(6-(3-hydroxytetrahydrofuran-3-yl)pyridin-2-yl)-1',2'-dihydrospiro[cyclopropane-1,3'-pyrrolo[3,2-c]pyridin]-6'-yl)acetamide